(S)-N-(5-(2-amino-[1,2,4]triazolo[1,5-a]pyridin-6-yl)-2-methylpyridin-3-yl)-3-(3-cyanophenyl)isoxazolidine-2-carboxamide NC1=NN2C(C=CC(=C2)C=2C=C(C(=NC2)C)NC(=O)N2OCC[C@H]2C2=CC(=CC=C2)C#N)=N1